phenyl 2-chloro-3,5-difluoro-4-hydroxybenzoate ClC1=C(C(=O)OC2=CC=CC=C2)C=C(C(=C1F)O)F